bromo(methyl)triphenylphosphine BrC=1C(=C(C=CC1)P(C1=CC=CC=C1)C1=CC=CC=C1)C